FC1=C(SC=C1)CC(CCCC)CC 3-fluoro-2-(2-ethylhexyl)thiophene